BrC=1C(C(=C(NC1C)[C@@H]1O[C@]([C@H]([C@H]1C1=C(C(=C(C=C1)F)F)OC)C)(C(F)(F)F)C)C(=O)OCC)=O ethyl 5-bromo-2-((2R,3S,4S,5R)-3-(3,4-difluoro-2-methoxyphenyl)-4,5-dimethyl-5-(trifluoromethyl)tetrahydrofuran-2-yl)-6-methyl-4-oxo-1,4-dihydropyridine-3-carboxylate